1,3,6-benzenetriamine C1(=CC(=CC=C1N)N)N